1-carboxy-2-methylbutan-1-aminium nicotinate C(C1=CN=CC=C1)(=O)[O-].C(=O)(O)C(C(CC)C)[NH3+]